methyl 3-(4-bromo-2-methoxyphenyl)-3-carbonylpropionate BrC1=CC(=C(C=C1)C(CC(=O)OC)=C=O)OC